C(C)C=1C=CC(=NC1OC)C1=CC(CC1)N1CCN(CC1)C=1C=CC(=NC1F)C(=O)NC 5-(4-(3-(5-ethyl-6-methoxypyridin-2-yl)cyclopent-2-en-1-yl)piperazin-1-yl)-6-fluoro-N-methylpicolinamide